FC1C(C1)C(=O)NC=1SC2=C(N1)C=CC(=C2)C2=C1CC(NC1=CC=C2C)=O 2-fluoro-N-(6-(5-methyl-2-oxindol-4-yl)benzo[d]thiazol-2-yl)cyclopropane-1-carboxamide